tert-butyl 7-[2-methyl-4-({(1R)-1-[2-methyl-3-(trifluoromethyl)phenyl]ethyl}amino)pyrido[2,3-d]pyrimidin-6-yl]-2-azaspiro[3.5]non-6-ene-2-carboxylate CC=1N=C(C2=C(N1)N=CC(=C2)C2=CCC1(CN(C1)C(=O)OC(C)(C)C)CC2)N[C@H](C)C2=C(C(=CC=C2)C(F)(F)F)C